[Na+].[Na+].[Na+].[Na+].C(CN([C@@H](CCC(=O)[O-])C(=O)[O-])CC(=O)[O-])(=O)[O-] L-Glutamic acid, N,N-diacetic acid, tetrasodium salt